CCCCCCCCCCCCCCCC(=O)N[C@@H](COP(=O)([O-])[O-])[C@@H](/C=C/CCCCCCCCCCCCC)O The molecule is a N-acylsphingosine 1-phosphate(2-) in which the N-acyl group is specified as hexadecanoyl (palmitoyl). It is a conjugate base of a N-hexadecanoylsphingosine 1-phosphate.